8-(oxetan-3-yl)-5,8-diazaspiro[3.5]Nonane trifluoroacetate FC(C(=O)O)(F)F.O1CC(C1)N1CCNC2(CCC2)C1